2-(1-(4-fluorophenyl)vinyl)-4,4,5,5-tetramethyl-1,3,2-dioxaborolane FC1=CC=C(C=C1)C(=C)B1OC(C(O1)(C)C)(C)C